CC1(CCN(CC1)CC=1C=NN(C1)C)C(=O)N[C@H](C(=O)OC)CCCCCCCC1=NC=2NCCCC2C=C1 methyl (S)-2-(4-methyl-1-((1-methyl-1H-pyrazol-4-yl)methyl)piperidine-4-carboxamido)-9-(5,6,7,8-tetrahydro-1,8-naphthyridin-2-yl)nonanoate